C(CC)[Sn](C=1SC=CN1)(CCC)CCC 2-(tripropylstannyl)-1,3-thiazole